C(C)(=O)N[C@@H](C(C)(C)C)C(=O)N1[C@@H]([C@H]2C([C@H]2C1)(C)C)C(=O)N[C@H](C(=O)C=1SC2=C(N1)C=CC=C2)C[C@H]2C(NCC2)=O (1R,2S,5S)-3-(N-acetyl-3-methyl-L-valyl)-N-{(2S)-1-(1,3-benzothiazol-2-yl)-1-oxo-3-[(3S)-2-oxopyrrolidin-3-yl]propan-2-yl}-6,6-dimethyl-3-azabicyclo[3.1.0]hexane-2-carboxamide